4-(4-(4-((2-(2,6-dioxopiperidin-3-yl)-1,3-dioxoisoindolin-4-ylamino)methyl)benzyl)piperazin-1-yl)-3-methylbenzonitrile O=C1NC(CCC1N1C(C2=CC=CC(=C2C1=O)NCC1=CC=C(CN2CCN(CC2)C2=C(C=C(C#N)C=C2)C)C=C1)=O)=O